5-[2-[tert-butyl(dimethyl)silyl]oxyethyl]-1,3-oxazolidin-2-one [Si](C)(C)(C(C)(C)C)OCCC1CNC(O1)=O